NC1(CCC1)C1=C(C=C(C=N1)C1=CC2=C(N=C3N2[C@H]2C4=C(C(N([C@@H]3C2)C([2H])([2H])[2H])=O)C=CC=C4C#C)C=C1)F (7R,14R)-11-(6-(1-aminocyclobutyl)-5-fluoropyridin-3-yl)-1-ethynyl-6-(methyl-d3)-6,7-dihydro-7,14-methanobenzo[f]benzo[4,5]imidazo[1,2-a][1,4]diazocin-5(14H)-one